2-(4-(3-isopropyl-2-(7-methylthiazolo[5,4-b]pyridin-5-yl)-1H-indol-5-yl)piperidin-1-yl)-N-methylacetamide C(C)(C)C1=C(NC2=CC=C(C=C12)C1CCN(CC1)CC(=O)NC)C1=CC(=C2C(=N1)SC=N2)C